(S)-2-chloro-4-((tetrahydrofuran-3-yl)oxy)pyrimidine ethyl-(1-{[2-(3-methoxyphenyl)-1,3-benzoxazol-6-yl]carbonyl}-2-piperidinyl)acetate C(C)OC(CC1N(CCCC1)C(=O)C1=CC2=C(N=C(O2)C2=CC(=CC=C2)OC)C=C1)=O.ClC1=NC=CC(=N1)O[C@@H]1COCC1